COC=1C=C(C=CC1)[C@H]([C@@H]1CNC2=C(O1)N=CC(=C2)C=2C=NN(C2)C)NCCC2=CC=C(C#N)C=C2 |&1:8| 4-(2-(((R and S)-(3-methoxyphenyl)((S)-7-(1-methyl-1H-pyrazol-4-yl)-2,3-dihydro-1H-pyrido[2,3-b][1,4]oxazin-3-yl)methyl)amino)ethyl)benzonitrile